C1(=CC=CC=C1)CCOC(C=C)=O acrylic acid 2-phenylethyl ester